CC(C=O)CCCCCCCCCCC METHYL-TRIDECANAL